6-Bromo-4,7,8-trichloroquinolin-2(1H)-one BrC=1C=C2C(=CC(NC2=C(C1Cl)Cl)=O)Cl